OCCC=1C(=C(C=CC1NCCO)N)[N+](=O)[O-] 3,N'-bis(2-hydroxyethyl)-2-nitro-p-phenylenediamine